4-{4,6-bis[4-(1-methyl-1H-pyrazol-4-yl)-1H-imidazol-1-yl]-3-(propan-2-yl)-1H-pyrazolo[3,4-b]pyridin-1-yl}-3-ethylbenzonitrile CN1N=CC(=C1)C=1N=CN(C1)C1=C2C(=NC(=C1)N1C=NC(=C1)C=1C=NN(C1)C)N(N=C2C(C)C)C2=C(C=C(C#N)C=C2)CC